2-hydroxy-3-methoxy-7-methyl-5,6,7,7a,8,9,10,14b-octahydro-benzo[d]benzo[3,4]cyclohepta[1,2-b]azepine OC=1C(=CC2=C(C3C(N(CC2)C)CCCC2=C3C=CC=C2)C1)OC